chloropyridazinecarboxylic acid ClC1=C(N=NC=C1)C(=O)O